1-[1-(5-Chloro-2-methoxy-4-methyl-3-piperidin-4-ylphenyl)ethyl]-3-methyl-1H-pyrazolo[3,4-d]pyrimidin-4-amine Dihydrochloride Cl.Cl.ClC=1C(=C(C(=C(C1)C(C)N1N=C(C=2C1=NC=NC2N)C)OC)C2CCNCC2)C